FC(C=1C=C(C=C(C1)C(F)(F)F)C=1SC=C(N1)C1=CC=C(C=C1)C(F)(F)F)(F)F 2-(3,5-bis(trifluoromethyl)phenyl)-4-(4-(trifluoromethyl)phenyl)thiazole